1-methyl-1H-benzo[d][1,2,3]triazol-6-amine CN1N=NC2=C1C=C(C=C2)N